BrC1=C2C=CC=NC2=CC(=C1)C(F)(F)F 5-bromo-7-(trifluoromethyl)quinoline